ClC1=CC(=C(C=C1Cl)NCC(=O)N1CCN(CC1)C(=O)OC(C)(C)C)CC tert-Butyl 4-(2-(4,5-dichloro-2-ethylphenylamino)acetyl)piperazine-1-carboxylate